OCC(C#CC1=CC2=C(OC[C@@H](C(N2C)=O)NC(C2=NC=CC(=C2)OC2=CC=CC=C2)=O)C=C1)(C)C (S)-N-(7-(4-hydroxy-3,3-dimethylbut-1-yn-1-yl)-5-methyl-4-oxo-2,3,4,5-tetrahydrobenzo[b][1,4]oxazepin-3-yl)-4-phenoxypicolinamide